C(C)(C)(C)OC(N[C@@H]1C2=CC=CC=C2CC12CCN(CC2)C=2N(C(C(=CN2)S)=O)CC2=CC=CC=C2)=O N-[(3S)-1'-(1-benzyl-6-oxo-5-sulfanyl-1,6-dihydropyrimidin-2-yl)-1,3-dihydrospiro[inden-2,4'-piperidin]-3-yl]carbamic acid tert-butyl ester